4-Hydroxy-3-(methylamino)benzonitrile OC1=C(C=C(C#N)C=C1)NC